Methyl (1S,3S)-3-((6-(5-((4-isobutyl-2H-1,2,3-triazol-2-yl)methyl)-1-methyl-1H-1,2,3-triazol-4-yl)-2-methylpyridin-3-yl)oxy)cyclohexane-1-carboxylate C(C(C)C)C1=NN(N=C1)CC1=C(N=NN1C)C1=CC=C(C(=N1)C)O[C@@H]1C[C@H](CCC1)C(=O)OC